C(C)OC(C(C)(C)N1N=C(C(=C1)F)C=O)=O 2-(4-fluoro-3-formyl-1H-pyrazol-1-yl)-2-methylpropanoic acid ethyl ester